C(C)OC1=C(C=CC=2CCCCC12)C#N 1-ethoxy-5,6,7,8-tetrahydronaphthalene-2-carbonitrile